3-((3R,8R,9S,10R,13S,14S)-3-azido-10,13-dimethyl-2,3,4,7,8,9,10,11,12,13,14,15-dodecahydro-1H-cyclopenta[a]phenanthren-17-yl)pyridine N(=[N+]=[N-])[C@@H]1CC[C@@]2([C@H]3CC[C@@]4(C(=CC[C@H]4[C@@H]3CC=C2C1)C=1C=NC=CC1)C)C